Cl.FC1=CC=C(C(=O)C=2C=C(C=CC2)\C=C/2\C(N\C(\C(N2)=O)=C/C=2N=C(NC2C(C)C)C(CC)C2NCCOC2)=O)C=C1 (3Z,6Z)-3-(3-(p-Fluorobenzoyl)phenyl)methylene-6-((5-isopropyl-1-(3-morpholinyl)propylimidazol-4-yl)methylene)piperazine-2,5-dione, hydrochloride